(R)-2-(7-(4-cyclopentyl-3-(trifluoromethyl)benzyloxy)-1,2,3,4-tetrahydrocyclopenta[h]indol-3-yl)acetic acid C1(CCCC1)C1=C(C=C(COC=2C=CC34C2C=CCC4[C@H](CN3)CC(=O)O)C=C1)C(F)(F)F